C(CC)S(=O)(=O)N1CC(C1)(N1N=CC(=C1)N1C(=NC=2C1=C1C(=NC2)NC=C1)C=1OC(=CC1)CO)CC#N 2-(1-(propaneSulfonyl)-3-(4-(2-(5-(hydroxymethyl)furan-2-yl)imidazo[4,5-d]pyrrolo[2,3-b]pyridine-1(6H)-yl)-1H-pyrazol-1-yl)azetidin-3-yl)acetonitrile